ClC1=C(\C=C/2\ON(OS2)CCCCCCC(=O)O)C=CC=C1 (Z)-7-(5-(2-chlorobenzylidene)-2,4-dioxathiazolidin-3-yl)heptanoic acid